7-hydroxy-2-oxo-6-(4-fluorophenyl)-2H-benzopyran-3-carboxylic acid OC1=CC2=C(C=C(C(O2)=O)C(=O)O)C=C1C1=CC=C(C=C1)F